FC1=C(C(=C2C=CNC2=C1F)CO)OC=1C=CC(=C(C#N)C1)F 5-[[6,7-difluoro-4-(hydroxymethyl)-1H-indol-5-yl]oxy]-2-fluoro-benzonitrile